ClC=1C=C(C=C(C1)Cl)C=1C2=C(N=CN1)C(=C(C=N2)N(C)C)N 4-(3,5-dichlorophenyl)-N,N-dimethyl-pyrido[3,2-d]pyrimidine-7,8-diamine